butyltriphenylphosphine sulfide C(CCC)C1=C(C=CC=C1)P(C1=CC=CC=C1)(C1=CC=CC=C1)=S